C(C1=CC=CC=C1)NC(=O)C=1C=C(C2=C(N=C(O2)N2CC3CCC(C2)N3)C1)C=1SC=CN1 N-benzyl-2-(3,8-diazabicyclo[3.2.1]octan-3-yl)-7-(thiazol-2-yl)benzo[d]oxazole-5-carboxamide